FC1=C(OC=2C(=C(C(=CC2)[N+](=O)[O-])N2C[C@@H]3N(CC2)CC[C@H]3NC(OC(C)(C)C)=O)C(F)(F)F)C=CC=C1 tert-butyl {(8R,8aS)-2-[3-(2-fluorophenoxy)-6-nitro-2-(trifluoromethyl)phenyl]octahydropyrrolo[1,2-a]pyrazin-8-yl}carbamate